BrC=1C=CC=C2C(C(N(C12)C)=O)(CC(=O)C1=CC2=CC=CC=C2C=C1)O 7-bromo-3-hydroxy-1-methyl-3-(2-(naphthalen-2-yl)-2-oxoethyl)indol-2-one